ClC1=CC=C2CC[C@H](CC2=C1)N1[C@@H](C[C@@H](C1)COC1=CC=C(C=C1)S(=O)(=O)C)C (2R,4S)-1-[(2R)-7-chloro-1,2,3,4-tetrahydronaphthalen-2-yl]-4-[(4-methanesulfonylphenoxy)methyl]-2-methylpyrrolidine